6-((1R,4R)-1-(methylimino)-1-oxolanyl-hexahydro-1λ6-thiopyran-4-yl)pyrido[2,3-d]pyrimidin-7(8H)-one CN=S1(CCC(CC1)C1=CC2=C(N=CN=C2)NC1=O)C1OCCC1